5-(3-(dimethylamino)propanoyl)-5H-pyrido[4,3-b]indole-7-carboxylic Acid CN(CCC(=O)N1C2=C(C=3C=CC(=CC13)C(=O)O)C=NC=C2)C